Ethyl 3-(trimethylsilyl) propiolate CCOC(=O)C#C[Si](C)(C)C